N-stearidonoyl-arginine (R)-1-(2-chlorophenyl)ethyl-(5-(5-(2,2-difluoro-3-((Z)-N'-hydroxycarbamimidoyl)cyclopropane-1-carboxamido)-6-methylpyridin-2-yl)-3-methylisoxazol-4-yl)carbamate ClC1=C(C=CC=C1)C(C)N(C(O)=O)C=1C(=NOC1C1=NC(=C(C=C1)NC(=O)[C@@H]1C(C1/C(/N)=N/O)(F)F)C)C.C(CCCC\C=C/C\C=C/C\C=C/C\C=C/CC)(=O)N[C@@H](CCCNC(N)=N)C(=O)O